C(C=C)(=O)N1[C@H](CN(CC1)C1=CC(=NC=2CN(CCC12)C1=CC=CC2=CC=CC(=C12)C)C(=O)NCC1(CCCCCC1)N)CC#N (S)-4-(4-acryloyl-3-(cyanomethyl)piperazin-1-yl)-N-((1-aminocycloheptyl)methyl)-7-(8-methylnaphthalen-1-yl)-5,6,7,8-tetrahydro-1,7-naphthyridine-2-carboxamide